(2S,3R)-3-methoxy-2-(methylamino)butanoic acid CO[C@@H]([C@@H](C(=O)O)NC)C